[K+].Cl.N[C@@H](CCCN)C(=O)[O-] Ornithine Hydrochloride Potassium Salt